methyl 2-[5-[7-(2-methoxy-4,6-dimethyl-phenyl)-1,8-naphthyridin-2-yl]-1-methyl-3-piperidyl]acetate COC1=C(C(=CC(=C1)C)C)C1=CC=C2C=CC(=NC2=N1)C1CC(CN(C1)C)CC(=O)OC